NCCC1=CC=C(OC2COC3(CN(C3)C(=O)OC(C)(C)C)C2)C=C1 tert-Butyl 7-(4-(2-aminoethyl)phenoxy)-5-oxa-2-azaspiro[3.4]octane-2-carboxylate